C(OCCC[Si](CCC[Si](C)(C)C)(C)C)(OC)=O [3-[dimethyl [3-(trimethylsilyl) propyl] silyl] propyl] methyl carbonate